FC1(CC1)CN1C(C2=CC=C3C(=C2C[C@H]1C)C=NN3)C3=CC=C(C=N3)N3CC1(C3)CCC(CC1)C=O 2-(6-((8R)-7-((1-fluorocyclopropyl)methyl)-8-methyl-6,7,8,9-tetrahydro-3H-pyrazolo[4,3-f]isoquinolin-6-yl)pyridin-3-yl)-2-azaspiro[3.5]nonane-7-carbaldehyde